C(C)(C)(C)OC(=O)N[C@@H](C)C(=O)N1C(CCC1)C(C(C(=O)O)(C1=CC=CC=C1)C1=CC=CC=C1)C(=O)C 3-(1-((tert-butoxycarbonyl)-L-alanyl)pyrrolidin-2-yl)-2,2-diphenylLevulinic acid